C(#N)C1=CC(=C(C(=C1)F)NC=1N(C2=NC(=NC=C2N1)NC1CCOCC1)C1CCC(CC1)C(=O)N)F (1s,4s)-4-(8-(4-cyano-2,6-difluorophenylamino)-2-(tetrahydro-2H-pyran-4-ylamino)-9H-purin-9-yl)cyclohexanecarboxamide